ClC=1C(=NC(=NC1)NC1CCOCC1)C1=CC=C2C(N(C(C2=C1)=O)CCOC)CCOC 6-{5-chloro-2-[(oxan-4-yl)amino]pyrimidin-4-yl}-2,3-bis(2-methoxyethyl)-2,3-dihydro-1H-isoindol-1-one